ClC=1C=CC(=C(C1)N1CON(CO1)C(C(=O)O)CC1=CC=C(C=C1)OC)N1N=NC(=C1)Cl 2-(4-(5-Chloro-2-(4-chloro-1H-1,2,3-triazol-1-yl)phenyl)-2,5-dioxapiperazin-1-yl)-3-(4-methoxyphenyl)propionic acid